tert-butyl N-[6-(2-{6-azaspiro[2.5]octan-6-yl}-4-iodobenzoylamino)-4-(4,4-difluoropiperidin-1-yl)-5-fluoro-1,3-benzothiazol-2-yl]carbamate C1CC12CCN(CC2)C2=C(C(=O)NC1=CC3=C(N=C(S3)NC(OC(C)(C)C)=O)C(=C1F)N1CCC(CC1)(F)F)C=CC(=C2)I